N-(2-fluoro-5-(5-(furan-2-yl)-1,3,4-oxadiazol-2-yl)phenyl)-2-methoxy-5-(3-morpholinopropyl)benzamide FC1=C(C=C(C=C1)C=1OC(=NN1)C=1OC=CC1)NC(C1=C(C=CC(=C1)CCCN1CCOCC1)OC)=O